2-(6-t-butylbenzothiazol-2-yl)acetonitrile C(C)(C)(C)C1=CC2=C(N=C(S2)CC#N)C=C1